C(C)(C)(C)OC(=O)N1[C@@H](CCC1)C=1C=C(C=C2CCN(CC12)CC1CCOCC1)C=1C=C2C(=NC1)NC=C2C (S)-2-(6-(3-methyl-1H-pyrrolo[2,3-b]pyridin-5-yl)-2-((tetrahydro-2H-pyran-4-yl)methyl)-1,2,3,4-tetrahydroisoquinolin-8-yl)pyrrolidine-1-carboxylic acid tert-butyl ester